4-Bromo-3,7-difluoro-2-methyl-2H-indazole BrC=1C2=C(N(N=C2C(=CC1)F)C)F